1,4-Diisocyanato-2,5-xylene N(=C=O)C1=C(C=C(C(=C1)C)N=C=O)C